C(CCCCCCC)OCC(C)N (octyloxy)propan-2-amine